(2R)-2-{[(1,2,3,5,6,7-hexa-hydro-s-indacen-4-yl)-carbamoyl]oxy}-3-methoxy-propanoic acid C1CCC2=C(C=3CCCC3C=C12)NC(=O)O[C@@H](C(=O)O)COC